ClC1=C(C=CC=C1)CC(=O)NC1=CC(=C(C=C1)C=1N(C(=CC1)C#N)C)S(N=CN(C)C)(=O)=O 2-(2-chlorophenyl)-N-[4-(5-cyano-1-methyl-1H-pyrrol-2-yl)-3-{[(dimethylamino)methylene]sulfamoyl}phenyl]acetamide